N1C=NC(=C1)C1=C(N=C2N1C=C(C=N2)COCCOCCC)C2=NC(=NN2)C(F)(F)F 5-[3-(1H-imidazol-4-yl)-6-[(2-propoxyethoxy)methyl]imidazo[1,2-a]pyrimidin-2-yl]-3-(trifluoromethyl)-1H-1,2,4-triazole